4-(((1-((2-methoxynaphthalen-1-yl)methyl)naphthalen-2-yl)oxy)methyl)piperidine-1-carboxylate COC1=C(C2=CC=CC=C2C=C1)CC1=C(C=CC2=CC=CC=C12)OCC1CCN(CC1)C(=O)[O-]